C1(=CC=CC=C1)C(=CCC1=CC=CC=C1)O 1,3-diphenylpropenol